tert-Butyl-(2S)-2-[4-chloro-2-(4-butoxy-4,5-dihydroisoxazol-3-yl)phenoxy]butanoat C(C)(C)(C)OC([C@H](CC)OC1=C(C=C(C=C1)Cl)C1=NOCC1OCCCC)=O